FC1=C(C(=CC(=C1)F)F)C1(N=C(C(=N1)C1=CC(=CC=C1)OC)C1=CC(=CC=C1)OC)C1(N=C(C(=N1)C1=CC(=CC=C1)OC)C1=CC(=CC=C1)OC)C1=C(C=C(C=C1F)F)F 2,2'-bis-(2,4,6-trifluorophenyl)-4,4',5,5'-tetrakis-(3-methoxyphenyl)-biimidazole